NC1=C(C=C(C=N1)C=1C=C2N(N1)CCC21CN(C1)C(=O)NC(C)(C)C1=CC(=CC=C1)F)OC(F)F 2'-[6-amino-5-(difluoromethoxy)pyridin-3-yl]-N-[2-(3-fluorophenyl)propan-2-yl]-5',6'-dihydrospiro[azetidine-3,4'-pyrrolo[1,2-b]pyrazole]-1-carboxamide